(2-((2-amino-4-bromophenyl)amino)-2-oxoEthyl)carbamic acid tert-butyl ester C(C)(C)(C)OC(NCC(=O)NC1=C(C=C(C=C1)Br)N)=O